ClC=1C=C(C=CC1)N[C@@H](CC(C)C)C(=O)N1[C@@H]2CC([C@H]([C@H]1C(=O)N[C@H](C[C@H]1C(NCC1)=O)C#N)CC2)(F)F (1S,3S,4S)-2-((3-chlorophenyl)-L-leucyl)-N-((R)-1-cyano-2-((S)-2-oxopyrrolidin-3-yl)ethyl)-5,5-difluoro-2-azabicyclo[2.2.2]octane-3-carboxamide